4-{4-amino-6-[4-(2-methylpropan-2-enamido)phenyl]-7H-cyclopenta[d]pyrimidin-5-yl}benzoic acid methyl ester COC(C1=CC=C(C=C1)C1=C(CC=2N=CN=C(C21)N)C2=CC=C(C=C2)NC(C(=C)C)=O)=O